(3R,7S,8S,E)-1-(tert-butyldiphenylsilyl)-3,7-dimethyl-dec-5-en-1-yne-3,8-diol [Si](C1=CC=CC=C1)(C1=CC=CC=C1)(C(C)(C)C)C#C[C@@](C\C=C\[C@@H]([C@H](CC)O)C)(O)C